ClC1=CC=C2C(=N1)NC=C2S(=O)(=O)NC2=C(C=C(C(=C2)F)C)F 6-chloro-N-(2,5-difluoro-4-methylphenyl)-1H-pyrrolo[2,3-b]pyridine-3-sulfonamide